N-propyl-1H-triazole C(CC)N1N=NC=C1